FC1=CC=C(C=C1)C1(CC2C(CN(C2)CC(C2=CC(=CC=C2)C(F)(F)F)O)C1)O rac-5-(4-fluorophenyl)-2-{2-hydroxy-2-[3-(trifluoromethyl)phenyl]ethyl}-octahydrocyclopenta[c]pyrrol-5-ol